2-((1-(2-(isoindolin-2-yl)-4-oxo-4H-pyrido[1,2-a]pyrimidin-9-yl)ethyl)amino)benzoic acid C1N(CC2=CC=CC=C12)C=1N=C2N(C(C1)=O)C=CC=C2C(C)NC2=C(C(=O)O)C=CC=C2